5-pyrrolidin-1-yl-pyridazin-3-carboxylic acid N1(CCCC1)C=1C=C(N=NC1)C(=O)O